N-hydroxy-3-((5-(methylsulfonyl)-1H-benzo[d]imidazol-2-yl)amino)benzamide ONC(C1=CC(=CC=C1)NC1=NC2=C(N1)C=CC(=C2)S(=O)(=O)C)=O